C(C)(C)(C)OC(=O)N(C(OC(C)(C)C)=O)CCC1CNC(O1)=O tert-butyl N-tert-butoxycarbonyl-N-[2-(2-oxooxazolidin-5-yl)ethyl]carbamate